5-amino-2-(4-methylimidazol-1-yl)benzonitrile NC=1C=CC(=C(C#N)C1)N1C=NC(=C1)C